5-chloro-6-methyl-1H-indol-7-amine ClC=1C=C2C=CNC2=C(C1C)N